ClC1=NC=C(C(=C1)C(=O)[O-])[N+](=O)[O-] 2-chloro-5-nitro-pyridine-4-carboxylate